aminoheptanesulfonic acid NC(CCCCCC)S(=O)(=O)O